(1R,3S,5R)-N-(6-bromo-3-methylpyridin-2-yl)-2-(2-(3-carbamoyl-5-(furan-2-yl)-1H-pyrazol-1-yl)acetyl)-5-methyl-2-azabicyclo[3.1.0]hexane-3-carboxamide BrC1=CC=C(C(=N1)NC(=O)[C@H]1N([C@@H]2C[C@@]2(C1)C)C(CN1N=C(C=C1C=1OC=CC1)C(N)=O)=O)C